Cl.NC/C(/CN1N=CN(C1=O)CC1=CC=C(S1)C=1C(=CC2=C(NC(CO2)=O)C1)F)=C\F 6-[5-(1-[(2E)-2-(aminomethyl)-3-fluoroprop-2-en-1-yl]-5-oxo-1,5-dihydro-4H-1,2,4-triazol-4-ylmethyl)thiophen-2-yl]-7-fluoro-2H-1,4-benzoxazin-3(4H)-one hydrochloride